(R)-1-(tert-butoxycarbonyl)-4-(3-cyanophenyl)-2,5-dihydro-1H-pyrrole-2-carboxylic acid C(C)(C)(C)OC(=O)N1[C@H](C=C(C1)C1=CC(=CC=C1)C#N)C(=O)O